2-(Pyridin-2-yl)-N-(6-(3-(5-(2-(pyridin-2-yl)acetamido)-1,3,4-thiadiazol-2-yl)pyrrolidin-1-yl)pyridazin-3-yl)acetamide N1=C(C=CC=C1)CC(=O)NC=1N=NC(=CC1)N1CC(CC1)C=1SC(=NN1)NC(CC1=NC=CC=C1)=O